methyl {8-fluoro-2-[4-(3-methoxyphenyl)-1-piperazinyl]-3-[2-methoxy-5-(trifluoromethyl)phenyl]-3,4-dihydro-4-quinazolinyl}acetate FC=1C=CC=C2C(N(C(=NC12)N1CCN(CC1)C1=CC(=CC=C1)OC)C1=C(C=CC(=C1)C(F)(F)F)OC)CC(=O)OC